Cl.N[C@@H]1CC[C@H](CC1)C1=C(C(N=C(N1)C1=NC=C(C=C1F)F)C1=C(C(=C(C=C1)F)F)Cl)C(=O)OC (trans)-Methyl 6-(4-aminocyclohexyl)-4-(2-chloro-3,4-difluorophenyl)-2-(3,5-difluoropyridin-2-yl)-1,4-dihydropyrimidine-5-carboxylate hydrochloride